CC=1C(=CC2=C(OCCO2)C1)CCNC1=CC=NC=N1 6-[2-(7-methyl-2,3-dihydro-benzo[1,4]dioxin-6-yl)-ethylamino]-pyrimidin